methyl 3-(((2S,3S)-3-(3,3-difluorobutyl)-2-fluoro-5-(4-fluorophenyl)-1,1-dioxido-7-(trifluoromethyl)-2,3,4,5-tetrahydrobenzo[b][1,4]thiazepin-8-yl)oxy)-2,2-dimethylpropanoate FC(CC[C@H]1CN(C2=C(S([C@@H]1F)(=O)=O)C=C(C(=C2)C(F)(F)F)OCC(C(=O)OC)(C)C)C2=CC=C(C=C2)F)(C)F